5-benzyloxy-2-methyl-1H-indole C(C1=CC=CC=C1)OC=1C=C2C=C(NC2=CC1)C